dodecanol Laurate C(CCCCCCCCCCC)(=O)OCCCCCCCCCCCC